3-((2-(methylsulfonyl)pyrimidin-5-yl)ethynyl)bicyclo[1.1.1]pentane-1-carboxamide CS(=O)(=O)C1=NC=C(C=N1)C#CC12CC(C1)(C2)C(=O)N